7-hydroperoxy-docosahexaenoic acid O(O)C(=CC=CC=CC(=O)O)C=CC=CC=CCCCCCCCCC